4-({3-Chloro-7H-pyrrolo[2,3-c]pyridazin-7-yl}methyl)-1-methylpiperidin-2-one ClC1=CC2=C(N=N1)N(C=C2)CC2CC(N(CC2)C)=O